NC1=C(C=C(C(=C1)Cl)C1CC1)N(S(=O)(=O)C)C N-(2-amino-4-chloro-5-cyclopropylphenyl)-N-methylmethanesulfonamide